C(CCCCC(=O)OCC(COC(CCCCC(=O)OCC\C=C/CCCCC)=O)(CO)COC(C(C)C12CC(C1)C2)=O)(=O)OCC\C=C/CCCCC O6-[2-[2-(1-bicyclo[1.1.1]pentanyl)propanoyloxymethyl]-2-(hydroxymethyl)-3-[6-[(Z)-non-3-enoxy]-6-oxo-hexanoyl]oxy-propyl] O1-[(Z)-non-3-enyl] hexanedioate